CN(C)C=C1CCC2=C(C=CO2)C1=O 5-[(dimethylamino)methylene]-6,7-dihydro-1-benzofuran-4(5H)-one